N-(4-hydroxy-3-methoxyphenethyl)-2-(3-hydroxy-4-methoxyphenyl)-N-methylacetamide OC1=C(C=C(CCN(C(CC2=CC(=C(C=C2)OC)O)=O)C)C=C1)OC